(3R)-3-amino-7-[5-(1-methylsulfonyl-cyclopropyl)-1,3,4-oxadiazol-2-yl]-1,1-dioxo-5-[(4-phenoxyphenyl)methyl]-2,3-dihydro-1λ6,5-benzothiazepine-4-One N[C@H]1CS(C2=C(N(C1=O)CC1=CC=C(C=C1)OC1=CC=CC=C1)C=C(C=C2)C=2OC(=NN2)C2(CC2)S(=O)(=O)C)(=O)=O